C(C)N1C(C(=C(C(=C1)C)[O-])NC(N[C@@H](CC(=O)[O-])C=1C=C(C=CC1)C1=C(C=CC=C1)C)=O)=O.[Na+].[Na+] sodium (S)-3-(3-(1-ethyl-5-methyl-4-oxido-2-oxo-1,2-dihydropyridin-3-yl)ureido)-3-(2'-methyl biphenyl-3-yl)propanoate